C1(CC1)[C@]1(C(N(C[C@H]1C)C1=NN(C2=CN=CC=C21)C=2C=NN(C2)C(C)C)=O)C#N (3R,4S)-3-cyclopropyl-4-methyl-2-oxo-1-[1-(1-propan-2-ylpyrazol-4-yl)pyrazolo[3,4-c]pyridin-3-yl]pyrrolidine-3-carbonitrile